CC(CC(C(C(C(=O)[O-])(CC(CC(C)(C)C)C)CC(CC(C)(C)C)C)(O)C(=O)[O-])C(=O)[O-])CC(C)(C)C Tri(2,4,4-trimethyl-1-pentyl)citrat